phosphocitric acid P(=O)(=O)OC(CC(=O)O)(C(=O)O)CC(=O)O